ClC=1C(=C(C=CC1)NC1C2=C(C=3N(CC1)N=NC3C)C=CC(=C2)C=2CCN(CC2)C2CCCC2)F N-(3-chloro-2-fluorophenyl)-9-(1-cyclopentyl-1,2,3,6-tetrahydropyridin-4-yl)-1-methyl-6,7-dihydro-5H-benzo[c][1,2,3]triazolo-[1,5-a]azepin-7-amine